[Cl-].COC1=NN(NC(=C1)OC)[N+]1(CCOCC1)C 4-(4,6-dimethoxytriazine-2-yl)-4-methyl-morpholinium chloride